Cl.CC1(C2C(N(C(C12)=O)CC1=CC2=NC=CC(=C2S1)C1=NC(=CC(=C1C(=O)N1CCOCC1)C)C(F)(F)F)=O)C 6,6-dimethyl-3-((7-(4-methyl-3-(morpholine-4-carbonyl)-6-(trifluoromethyl)pyridin-2-yl)thieno[3,2-b]pyridin-2-yl)methyl)-3-azabicyclo[3.1.0]hexane-2,4-dione hydrochloride